BrN1N=NC=C1Br 3,4-dibromotriazole